C[C@@H]1N(C2=CC=CC=C2[C@@H](C1)NC1CC(C1)NC(OC(C)(C)C)=O)C(CC)=O |o1:1,9| tert-butyl ((1R,3r)-3-(((2S*,4R*)-2-methyl-1-propionyl-1,2,3,4-tetrahydroquinolin-4-yl)amino)cyclobutyl)carbamate